N-(3-(6-((5-methylthiazol-2-yl)amino)-4-(pyrrolidin-1-ylmethyl)pyridin-2-yl)phenyl)acrylamide CC1=CN=C(S1)NC1=CC(=CC(=N1)C=1C=C(C=CC1)NC(C=C)=O)CN1CCCC1